3,5'-Dichloro-4-(1-(3,5-difluoropyridin-2-yl)ethoxy)-2'-(2-(2-hydroxypropan-2-yl)thiazol-4-yl)-6-methyl-2H-[1,4'-bipyridin]-2-one ClC=1C(N(C(=CC1OC(C)C1=NC=C(C=C1F)F)C)C1=CC(=NC=C1Cl)C=1N=C(SC1)C(C)(C)O)=O